F[C@@H]1C[C@@]2(CCCN2C1)CO ((2R,7aS)-2-fluoro-tetrahydro-1H-pyrrolizin-7a(5H)-yl)methanol